NC1=NC(=NC=C1)C=1N=C(SC1)N1C2=C(CCCC1)C=CC(=C2)NC(C2=CC=C(C=C2)CN2CCN(CC2)C)=O N-(1-(4-(4-Aminopyrimidin-2-yl)thiazol-2-yl)-2,3,4,5-tetrahydro-1H-benzo[b]azepin-8-yl)-4-((4-methylpiperazin-1-yl)methyl)benzamide